2-{3-[(S)-cyclobutyl-(4-methyl-1,2,4-triazol-3-yl)methyl]phenyl}-3-oxo-7-(trifluoromethyl)-1H-isoindole-5-carbaldehyde C1(CCC1)[C@@H](C=1C=C(C=CC1)N1CC2=C(C=C(C=C2C1=O)C=O)C(F)(F)F)C1=NN=CN1C